ethyl (R)-3-hydroxybutanoate O[C@@H](CC(=O)OCC)C